OC1=CC(=NC2=NC(=CC=C12)C1=C(C=C(C=C1C)C)OC)[C@H]1CN(CCC1)C(=O)OC(C)(C)C |r| tert-butyl rac-(3R)-3-[4-hydroxy-7-(2-methoxy-4,6-dimethyl-phenyl)-1,8-naphthyridin-2-yl]piperidine-1-carboxylate